2-(2,5-dimethylpyrrol-1-yl)-7-fluoro-3-methyl-benzimidazole-4-carbonitrile CC=1N(C(=CC1)C)C=1N(C2=C(N1)C(=CC=C2C#N)F)C